CC1C=CC(=CC1)C(C)C 5-methyl-2-propan-2-ylcyclohexa-1,3-diene